COC1=C(C=C2C=CC(=NC2=C1)C)C1=CN=C(N1)[C@H](CCCCCC(=O)C=1OC=CN1)NC(=O)C1=NN2C(CS(CC2)(=O)=O)=C1 N-[(1S)-1-[5-(7-methoxy-2-methylquinolin-6-yl)-1H-imidazol-2-yl]-7-(1,3-oxazol-2-yl)-7-oxoheptyl]-6,7-dihydro-4H-pyrazolo[5,1-c][1,4]thiazine-2-carboxamide 5,5-dioxide